1,3-dimethylimidazolinium-2-carboxylate C[NH+]1C(N(CC1)C)C(=O)[O-]